1-(5-allyl-2-chloro-3-fluoropyridin-4-yl)prop-2-en-1-ol C(C=C)C=1C(=C(C(=NC1)Cl)F)C(C=C)O